(R)-N-(6-(2-Methylmorpholino)pyridin-2-yl)-6-(N-methylsulfamoyl)-2-(6-azaspiro[2.5]octan-6-yl)nicotinamid C[C@H]1OCCN(C1)C1=CC=CC(=N1)NC(C1=C(N=C(C=C1)S(NC)(=O)=O)N1CCC2(CC2)CC1)=O